trans-1-[[4-[(3S)-3-(6-methoxypyrazin-2-yl)isoxazolidine-2-carbonyl]cyclohexyl]methyl]indole-5-carboxamide COC1=CN=CC(=N1)[C@H]1N(OCC1)C(=O)[C@@H]1CC[C@H](CC1)CN1C=CC2=CC(=CC=C12)C(=O)N